5-[2-(3,5-dimethyl-1H-pyrazol-4-yl)ethyl]-3-(4-methylphenyl)-1H-pyrazolo[1,5-a]pyrimidin-7-one CC1=NNC(=C1CCC=1N=C2N(C(C1)=O)NC=C2C2=CC=C(C=C2)C)C